4-(6'-Methoxy-5'-propoxy-[3,3'-bipyridin]-5-yl)-1,2-oxaborole-2-ol COC1=C(C=C(C=N1)C=1C=NC=C(C1)C=1CB(OC1)O)OCCC